N1N=CC2=CC(=CC=C12)CNCC1=CC(=CC=C1)OC N-((1H-indazol-5-yl)methyl)-1-(3-methoxyphenyl)methylamine